4-(2,6-diazaspiro[3.5]non-2-yl)-1-methyl-2-oxo-1,2-dihydroquinoline-3-carbonitrile C1N(CC12CNCCC2)C2=C(C(N(C1=CC=CC=C21)C)=O)C#N